FC(OC=1C=C(C=C(C1C(=O)N1C(CC1)CO)OC)C1=CN=C2N1C=CC(=C2)C(C#N)(C)C)F 2-[3-[3-(difluoromethoxy)-4-[2-(hydroxymethyl)azetidine-1-carbonyl]-5-methoxy-phenyl]imidazo[1,2-a]pyridin-7-yl]-2-methyl-propanenitrile